C(C)(=O)OC=1C=C(C=2C=CC3=C(C=C(C=4C=CC1C2C43)S(=O)(=O)[O-])S(=O)(=O)[O-])S(=O)(=O)[O-] 8-acetoxy-pyrene-1,3,6-trisulfonate